CN1[C@H](COCC1)CO [(3S)-4-Methylmorpholin-3-yl]methanol